1,5-anhydro-2,3-dideoxy-3-(((7-(4-((2-(dimethylamino)-2-oxoethyl)carbamoyl)-3-fluorobenzyl)-4-methoxy-2,3-dihydro-1-benzofuran-5-yl)carbonyl)amino)-L-threo-pentitol CN(C(CNC(=O)C1=C(C=C(CC2=CC(=C(C=3CCOC32)OC)C(=O)N[C@H]3CCOC[C@@H]3O)C=C1)F)=O)C